4-chloro-2-fluoro-5-(2-fluoroethoxy)aniline ClC1=CC(=C(N)C=C1OCCF)F